1-chloroanthraquinone ClC1=CC=CC=2C(C3=CC=CC=C3C(C12)=O)=O